2-(4-((1-(4-aminophenyl)piperidin-4-yl)methyl)piperazin-1-yl)acetic acid ethyl ester C(C)OC(CN1CCN(CC1)CC1CCN(CC1)C1=CC=C(C=C1)N)=O